ClC=1C=C(C=C(C1)NS(=O)(=O)CC)NC(=O)C=1SC(=C(C1)C1=NC=C(C=C1OCC=1C=NC=NC1)F)C N-(3-chloro-5-(ethylsulfonamido)phenyl)-4-(5-fluoro-3-(pyrimidin-5-ylmethoxy)pyridin-2-yl)-5-methylthiophene-2-carboxamide